COC=1C=C2C(OC(C2=CC1OC)CCC(=O)O)=O 3-(5,6-Dimethoxy-3-oxo-1,3-dihydroisobenzofuran-1-yl)propanoic acid